C(C)(C)(C)OC(=O)N(C(OC(C)(C)C)=O)CC=1SC=C(C1)C1=NOC(N1)=O tert-butyl N-(tert-butoxycarbonyl)-N-{[4-(5-oxo-4H-1,2,4-oxadiazol-3-yl)thiophen-2-yl]methyl}carbamate